1-(1-methylpiperidin-4-yl)pyridin CN1CCC(CC1)N1CC=CC=C1